C(#N)C1=C(C=CC(=N1)C1=CC=C(N=N1)N(C1C[C@H]2CC[C@@H](C1)N2C(=O)OC(C)(C)C)C)C=2C=NN(C2)C2OCCCC2 tert-butyl (1R,3R,5S)-3-[(6-{6-cyano-5-[1-(oxan-2-yl)pyrazol-4-yl]pyridin-2-yl}pyridazin-3-yl) (methyl)amino]-8-azabicyclo[3.2.1]octane-8-carboxylate